C(C1=CC=CC=C1)N1C([C@@H]2[C@](CC1)(CCN2)C)=O (3aS,7aS)-6-benzyl-3a-methylhexahydro-1H-pyrrolo[2,3-c]pyridin-7(7aH)-one